ClCC(=O)NC(CO)(C)C 2-chloro-N-(1-hydroxyl-2-methylpropan-2-yl)acetamide